[N+](=O)([O-])C=1C(=NC=NC1Cl)Cl 5-nitro-4,6-dichloropyrimidine